4'-((1R,5S)-3,8-diazabicyclo[3.2.1]octan-8-yl)-2'-(((S)-1-methylpyrrolidin-2-yl)methoxy)-2,3,5',8'-tetrahydro-6'H-spiro[phenalene-1,7'-quinazoline] [C@H]12CNC[C@H](CC1)N2C2=NC(=NC=1CC3(CCC21)CCC2=CC=CC1=CC=CC3=C21)OC[C@H]2N(CCC2)C